8-(2-cyclobutyl-7H-pyrrolo[2,3-d]pyrimidin-5-yl)-3,4-dihydrobenzo[1,4]oxazepin-5(2H)-one C1(CCC1)C=1N=CC2=C(N1)NC=C2C2=CC1=C(C(NCCO1)=O)C=C2